CC=1C=C(C=NC1)C1=NN=C(O1)C12CC3(CC(CC(C1)C3)C2)NC(=O)C2=NC=CC=C2 Pyridine-2-carboxylic acid {3-[5-(5-methyl-pyridin-3-yl)-[1,3,4]oxadiazol-2-yl]-adamantan-1-yl}-amide